hexancarbamate C(CCCCC)NC(=O)[O-]